1H-pyrazolo[4,3-c]pyridin-3-yl-4,5-dihydropyrazolo[1,5-a]pyrimidine-6-carboxamide hydrochloride Cl.N1N=C(C=2C=NC=CC21)C2=NN1C(NCC(=C1)C(=O)N)=C2